Cl.Cl.C(C)N1CCN(CC1)C=1N=NC(=CN1)C1=C(C=C(C=C1)C=1C=C(C=2N(C1)C=C(N2)C)F)O 2-[3-(4-ethylpiperazin-1-yl)-1,2,4-triazin-6-yl]-5-(8-fluoro-2-methylimidazo[1,2-a]pyridin-6-yl)phenol dihydrochloride